CN1[C@@H](CCC1)C(CCC=C)O 1-((S)-1-methylpyrrolidin-2-yl)pent-4-en-1-ol